BrC=1C=C2C=NC(=NC2=CC1I)NCCC(C)(O)C 4-((6-bromo-7-iodoquinazolin-2-yl)amino)-2-methylbutan-2-ol